COCC1=C(C(=CC=C1C)C)O 2-(methoxymethyl)-3,6-dimethylphenol